N-((1S,3R)-3-((3',6-difluoro-2'-hydroxy-[1,1'-biphenyl]-3-yl)methyl)-3-(4-(hydroxymethyl)pyrimidin-2-yl)cyclopentyl)methanesulfonamide FC=1C(=C(C=CC1)C1=CC(=CC=C1F)C[C@]1(C[C@H](CC1)NS(=O)(=O)C)C1=NC=CC(=N1)CO)O